OC1=CC=C(C=C1)C(\C=C\C1=CC=C(C=C1)OCCO[C@@H]1[C@@H]([C@@H]2CC[C@H]([C@@H]3CC[C@]4(OO[C@]32[C@H](O1)O4)C)C)C)=O (E)-1-(4-Hydroxyphenyl)-3-[4-[2-[[(1R,4S,5R,8S,9R,10S,12R,13R)-1,5,9-trimethyl-11,14,15,16-tetraoxatetracyclo[10.3.1.04,13.08,13]hexadecan-10-yl]oxy]ethoxy]phenyl]prop-2-en-1-one